3-[2-oxo-5-(4-piperidyl)benzo[ct]indol-1-yl]piperidine-2,6-dione O=C1N(C2=CC=CC=3C2=C1C=CC3C3CCNCC3)C3C(NC(CC3)=O)=O